N-(4-(5-(6-(4,4-difluoropiperidin-1-yl)-4-methylpyridin-2-yl)-1H-imidazol-2-yl)-3-(6-azaspiro[2.5]octan-6-yl)phenyl)-2-hydroxyethane-1-sulfonamide FC1(CCN(CC1)C1=CC(=CC(=N1)C1=CN=C(N1)C1=C(C=C(C=C1)NS(=O)(=O)CCO)N1CCC2(CC2)CC1)C)F